C(C)(=O)O[C@H]1[C@H](O[C@H]([C@@H]([C@H]1N1N=NC(=C1)C1=CC(=CC(=C1)F)F)OC(C)=O)C#N)COC(C)=O (2R,3R,4R,5R,6S)-2-(acetoxymethyl)-6-cyano-4-(4-(3,5-difluorophenyl)-1H-1,2,3-triazol-1-yl)tetrahydro-2H-pyran-3,5-diyl diacetate